C(#N)C1=C(C=CC=C1)CCC(=O)O 3-(2-cyanophenyl)propanoic acid